tert-butyl 3-(8-(hydrazinecarbonyl)-4-(perfluoroethyl)imidazo[1,2-a][1,8]naphthyridin-2-yl)pyrrolidine-1-carboxylate N(N)C(=O)C=1N=C2N(C=3N=C(C=C(C3C=C2)C(C(F)(F)F)(F)F)C2CN(CC2)C(=O)OC(C)(C)C)C1